FC1=C(C2=C(C(=N1)OC)N=C(S2)[NH-])C2=CC=CC=C2 (6-fluoro-4-methoxy-7-phenyl-thiazolo[4,5-c]pyridin-2-yl)-amid